C(C)C1CC=2C(=NN(C2C(F)(F)F)CC(=O)O)C1C 2-[5-ethyl-6-methyl-3-(trifluoromethyl)-2H,4H,5H,6H-cyclopenta[c]pyrazol-2-yl]acetic acid